3-(3-fluorophenyl)-1-isopropyl-2,4-dioxo-N-(4-(4,4,5,5-tetramethyl-1,3,2-dioxaborolan-2-yl)phenyl)-1,2,3,4-tetrahydropyrimidine-5-carboxamide FC=1C=C(C=CC1)N1C(N(C=C(C1=O)C(=O)NC1=CC=C(C=C1)B1OC(C(O1)(C)C)(C)C)C(C)C)=O